C(C)OC([C@@H](CCC1CC1)NC([C@@H](CC1=CC=CC=C1)NC(=O)OC(C)(C)C)=O)=O (2R)-2-[[(2R)-2-(tert-Butoxycarbonylamino)-3-phenyl-propionyl]amino]-4-cyclopropylbutanoic acid ethyl ester